FC1=CC=C2C(=C3C(=C4CCC[N+]5=C4C(=C3)CCC5)OC2=C1)C1=C(C=C(C=C1)S(=O)(=O)O)S(=O)(=O)[O-] 2-(12-fluoro-1,2,3,5,6,7-hexahydrochromeno[2,3-f]pyrido[3,2,1-ij]quinolin-4-ium-9-yl)-5-sulfobenzenesulfonate